tributyl(cyclohex-2-en-1-yl)stannane C(CCC)[Sn](C1C=CCCC1)(CCCC)CCCC